2-Cyclopropylimidazo[1,2-b]pyridazine-8-carboxylic acid C1(CC1)C=1N=C2N(N=CC=C2C(=O)O)C1